C(CC)OC1=NC=CC(=N1)NC1=C(C(=O)O)C=CC=C1 2-[(2-Propoxypyrimidin-4-yl)amino]benzoic acid